FC1(CCOCC1)C(=O)N[C@H](C(=O)O)CCCCCCCC1=NC=2NCCCC2C=C1 (S)-2-(4-fluorotetrahydro-2H-pyran-4-carboxamido)-9-(5,6,7,8-tetrahydro-1,8-naphthyridin-2-yl)nonanoic acid